1-Tert-butyl N-[[4-[2-[2-[[2-(2,6-dioxo-3-piperidyl)-1,3-dioxo-isoindolin-4-yl]amino]ethoxy] ethyl]morpholin-2-yl]methyl]carbamate O=C1NC(CCC1N1C(C2=CC=CC(=C2C1=O)NCCOCCN1CC(OCC1)CNC(OC(C)(C)C)=O)=O)=O